CN1C(=NC(=C1)S(=O)(=O)N1CC2=C(C1)CN(C2)C([C@H](C)C2=CC=CC=C2)=O)C (2R)-1-{5-[(1,2-dimethyl-1H-imidazol-4-yl)sulfonyl]-1H,2H,3H,4H,5H,6H-pyrrolo[3,4-c]pyrrol-2-yl}-2-phenylpropan-1-one